COC(=O)N1C[C@@H](OCC1)CC1=C(N=C2N1C=CC(=C2)C)C2=C(C=C(C=C2F)C(NC)=N)F.C(C)N(C2=CC=C(C=C2)CC2=CC=C(C=C2)N(CC)CC)CC bis[4-(diethylamino)phenyl]methane methyl-(S)-2-((2-(2,6-difluoro-4-(N-methylcarbamimidoyl)phenyl)-7-methylimidazo[1,2-a]pyridin-3-yl)methyl)morpholine-4-carboxylate